C(C1=CC=CC=C1)OC=1C=CC(=C(C1)C(C)=O)O 1-[5-(benzyloxy)-2-hydroxyphenyl]ethan-1-one